(R)-2-amino-2-methylhexanoic acid methyl ester hydrochloride Cl.COC([C@](CCCC)(C)N)=O